[Si](C1=CC=CC=C1)(C1=CC=CC=C1)(C(C)(C)C)OCC1=C[C@H]([C@H]2[C@@H]1OC(O2)(C)C)N2C=NC(=CC2=O)Cl 3-((3aS,4R,6aR)-6-(((tert-butyldiphenylsilyl)oxy)methyl)-2,2-dimethyl-3a,6a-dihydro-4H-cyclopenta[d][1,3]dioxol-4-yl)-6-chloropyrimidin-4(3H)-one